ClC=1C(=CC2=C(C[C@@](O2)([C@H]2NCCC2)C2=CC=CC=C2)C1C1=C(C(=NC=C1C(=O)N[C@H]1COCC1)O[C@@H]1[C@@H](CCC1)O)F)F |o1:7,9,30,36,37| rel-4-((S)-5-chloro-6-fluoro-2-phenyl-2-((S)-pyrrolidin-2-yl)-2,3-dihydrobenzofuran-4-yl)-5-fluoro-6-(((1S,2R)-2-hydroxycyclopentyl)oxy)-N-((R)-tetrahydrofuran-3-yl)nicotinamide